((1S)-2-((1S,3S,5S)-3-cyano-2-azabicyclo[3.1.0]hexane-2-yl)-1-((1S,3r,5S)-3-(2-morpholinoethoxy)adamantan-1-yl)-2-oxoethyl)carbamic acid tert-butyl ester C(C)(C)(C)OC(N[C@H](C(=O)N1[C@H]2C[C@H]2C[C@H]1C#N)C12CC3(C[C@@H](CC(C1)C3)C2)OCCN2CCOCC2)=O